C(C)(C)(C)OC(=O)N[C@H](C(=O)O)C1=CC(=CC=C1)F (S)-2-((tert-butoxycarbonyl)amino)-2-(3-fluorophenyl)acetic acid